C(C)(C)(C)OC(=O)N1C[C@H](OCC1)CN1CCC(CC1)NC=1C=2N(C=C(C1)C(C)O)C(=CN2)C(C)C |r| rac-(2R)-2-[[4-[[6-(1-hydroxyethyl)-3-isopropyl-imidazo[1,2-a]pyridin-8-yl]amino]-1-piperidinyl]methyl]morpholine-4-carboxylic acid tert-butyl ester